pyrrolidin-3-one O-methyloxim CON=C1CNCC1